FC=1C=C2C(=CNC2=CC1F)NC(C(=O)NC(CC)C1=CC(=CC=C1)C(F)(F)F)=O N-(5,6-difluoro-1H-indol-3-yl)-N'-{1-[3-(trifluoromethyl)phenyl]propyl}ethanediamide